Naphtho[2,3-d]Thiophene S1C=CC2=C1C=C1C=CC=CC1=C2